FC1=CC(=C(C=C1)C=1C(=C(C(=NC1C)C)C(=O)NC1=CC(=C(C=C1)OC1=CC=NC2=CC=CN=C12)F)O)C 5-(4-Fluoro-2-methylphenyl)-N-[3-fluoro-4-(1,5-naphthyridin-4-yloxy)phenyl]-4-hydroxy-2,6-dimethylpyridine-3-carboxamide